(2-(3,4-epoxycyclohexyl)ethyl)triethoxysilane C1(CC2C(CC1)O2)CC[Si](OCC)(OCC)OCC